C1(CCCC1)N1N=C(C=C1C1=C(C=CC=C1)C(F)(F)F)C(=O)N[C@H](CC(=O)N(C=1SC=CN1)C)CCN1[C@H](CCCC1)C(F)(F)F (3S)-3-({1-cyclopentyl-5-[2-(trifluoromethyl)phenyl]-1H-pyrazol-3-yl}formamido)-N-methyl-N-(1,3-thiazol-2-yl)-5-[(2R)-2-(trifluoromethyl)piperidin-1-yl]pentanamide